C1C2C=C3C(O2)=CC1=C3 2,5-methylenecyclopent[b]furan